COC1=NC(=NS1)NCC1=C(N=NN1C)C1=CC=C(C(=N1)C)O[C@@H]1C[C@H](CCC1)C(=O)O (1S,3S)-3-((6-(5-(((5-methoxy-1,2,4-thiadiazol-3-yl)amino)methyl)-1-methyl-1H-1,2,3-triazol-4-yl)-2-methylpyridin-3-yl)oxy)cyclohexane-1-carboxylic acid